2-benzyl 4-tert-butyl (2S)-6-hydroxy-1,4-oxazepane-2,4-dicarboxylate OC1CN(C[C@H](OC1)C(=O)OCC1=CC=CC=C1)C(=O)OC(C)(C)C